(R)-N8-(3-chloro-5-(trifluoromethyl)phenyl)-N2-cyclobutyl-9-(pyrrolidin-3-yl)-9H-purine-2,8-diamine ClC=1C=C(C=C(C1)C(F)(F)F)NC=1N(C2=NC(=NC=C2N1)NC1CCC1)[C@H]1CNCC1